CC(CN1C(CCCC1)C=1NC(=CN1)C1=CC=C(C=C1)C)\C=C\C (E)-2-methyl-1-(2-(5-(p-tolyl)-1H-imidazol-2-yl)piperidin-1-yl)pent-3-en